ClC1=NC=C(C(=N1)NC1CC(CCC1)NC(OC(C)(C)C)=O)Cl tert-butyl (3-((2,5-dichloropyrimidin-4-yl) amino)cyclohexyl)carbamate